Silver dopamine NCCC1=CC(O)=C(O)C=C1.[Ag]